BrC1=CC=C2CN(C(C2=C1)=O)C(C(=O)O)C1=CC=CC=C1 2-(6-bromo-1-oxoisoindol-2-yl)-2-phenylacetic acid